BrC1=C(C=C(N)C=C1)OC(F)F 4-bromo-3-(difluoromethoxy)aniline